ClC=1C=C(C(=C(C1C)C1=CC=NN1C)I)F 5-(5-chloro-3-fluoro-2-iodo-6-methyl-phenyl)-1-methyl-pyrazole